FCCOCCOC1=NC=C(C=N1)C=CC1=CC=C(C=N1)NC 6-(2-(2-(2-(2-fluoroethoxy)ethoxy)pyrimidin-5-yl)vinyl)-N-methylpyridin-3-amine